ClC1=C2CCC3(CCC=4C(=NC(=NC4C3)OC[C@H]3N(CCC3)C(C)C)N3[C@H]4CN(C[C@@H]3CC4)C(=O)OCC=C)C2=CC=C1 allyl (1R,5S)-8-(4-chloro-2'-(((S)-1-isopropylpyrrolidin-2-yl)methoxy)-2,3,5',8'-tetrahydro-6'H-spiro[indene-1,7'-quinazolin]-4'-yl)-3,8-diazabicyclo[3.2.1]octane-3-carboxylate